N1C=2N(CCC1=O)CC=CC2 dihydropyrido[2,1-b]pyrimidin-2-one